N-(S-phenylthiazol-2-yl)-7-(3,3,3-trifluoro-2,2-dihydroxypropanamido)heptanamide C1(=CC=CC=C1)S1C(=NC=C1)NC(CCCCCCNC(C(C(F)(F)F)(O)O)=O)=O